NC1=NC=CC(=C1C1CCOCC1)OC1=C(C=C(C=C1F)NC(=O)C=1C=NN(C1C(F)(F)F)C1=CC=CC=C1)F N-(4-((2-amino-3-(tetrahydro-2H-pyran-4-yl)pyridin-4-yl)oxy)-3,5-difluorophenyl)-1-phenyl-5-(trifluoromethyl)-1H-pyrazole-4-carboxamide